O=C1N(CC2=C3C(=CC=C12)C1(CCN(CC1)CC1=C2C=CC=NC2=CC=C1)CO3)C3C(NC(CC3)=O)=O 3-(6-oxo-1'-(quinolin-5-ylmethyl)-6,8-dihydro-2H,7H-spiro[furo[2,3-e]isoindole-3,4'-piperidin]-7-yl)piperidine-2,6-dione